C1(=CC=CC=C1)P(OC1=C(C=C(C=C1)CC)OC)(OC1=C(C=C(C=C1)CC)OC)[O-] bis(4-ethyl-2-methoxyphenyl) phenylphosphite